N[C@@H](C)C(=O)N[C@@H](CCCNC(N)=O)C(=O)NC1=CC=C(C=C1)NC(CN1C(C=CC1=O)=O)=O L-alanyl-N5-carbamoyl-N-(4-{[(2,5-dioxo-2,5-dihydro-1H-pyrrol-1-yl)acetyl]amino}phenyl)-L-ornithinamide